CC(C(=C(C(=O)O)C(=O)O)C)CCCCCCCCCCCCCCC dimethyl-octadecenedicarboxylic acid